CC1(C(CCCC1=O)=O)C(C1=CC=CC=C1)=O methylbenzoyl-1,3-cyclohexanedione